2-((1,2-dimethylhydrazino)methyl)-1H-indol CN(NC)CC=1NC2=CC=CC=C2C1